tert-butyl (6-(5-(6-methylpyridin-3-yl)-1,3,4-oxadiazol-2-yl)spiro[3.3]heptan-2-yl)carbamate CC1=CC=C(C=N1)C1=NN=C(O1)C1CC2(CC(C2)NC(OC(C)(C)C)=O)C1